tert-butyl (2-carbamimidoylphenyl)carbamate C(N)(=N)C1=C(C=CC=C1)NC(OC(C)(C)C)=O